C(C(C)C)OC1=CC=C(C=C1)N1N=C(C=2C1=NC=C(C2)NC(C=C)=O)C N-(1-(4-isobutoxyphenyl)-3-methyl-1H-pyrazolo[3,4-b]pyridin-5-yl)acrylamide